2-(7-(3-chloro-5-fluorophenyl)-2-(ethylsulfonyl)pyrazolo[1,5-a]pyrimidin-3-yl)-6-(trifluoromethyl)-[1,2,4]triazolo[1,5-a]pyrazine ClC=1C=C(C=C(C1)F)C1=CC=NC=2N1N=C(C2C2=NN1C(C=NC(=C1)C(F)(F)F)=N2)S(=O)(=O)CC